(R)-N-(cyclopropylmethyl)-1-(6-(3-(4-(6-(pyrrolidin-1-yl)pyrazin-2-yl)-1H-imidazol-1-yl)oxetan-3-yl)pyridin-3-yl)piperidin-3-amine C1(CC1)CN[C@H]1CN(CCC1)C=1C=NC(=CC1)C1(COC1)N1C=NC(=C1)C1=NC(=CN=C1)N1CCCC1